C1(=CC(=CC=C1)C(CC1=CC=C(N)C=C1)C)C(CC1=CC=C(N)C=C1)C 4,4'-[1,3-phenylenedi(1-methylethylene)]dianiline